2-(2-oxo-2,3-dihydro-1H-indol-1-yl)acetic acid O=C1N(C2=CC=CC=C2C1)CC(=O)O